((3aR,4S,7S,8R,8aR)-8-amino-2,2-dimethyltetrahydro-4,7-epoxy[1,3]dioxolo[4,5-d]oxepin-4(5H)-yl)methanol N[C@H]1[C@H]2OC[C@@]([C@H]3[C@@H]1OC(O3)(C)C)(O2)CO